ClC1=C(C(=O)NC=2C=CC3=C(C(=CS3)C3CCN4CCCCC4CC3)C2)C=CC=C1 5-(2-chlorobenzoyl)amino-3-(1-azabicyclo[5.4.0]undecan-4-yl)-benzothiophene